tert-butyl ((3R,5R)-5-(4-(9-(3-((3-(4-methoxybenzyl)-2,4-dioxotetrahydropyrimidin-1(2H)-yl)methyl)phenyl)-3,9-diazaspiro[5.5]undecan-3-yl)phenyl)-1-methylpiperidin-3-yl)carbamate COC1=CC=C(CN2C(N(CCC2=O)CC=2C=C(C=CC2)N2CCC3(CCN(CC3)C3=CC=C(C=C3)[C@H]3C[C@H](CN(C3)C)NC(OC(C)(C)C)=O)CC2)=O)C=C1